C(C)OC(C(CN1C[C@@]2(CNCC[C@@H]2C1=O)O)(C)C)=O 3-((3aR,7aS)-3a-hydroxy-1-oxooctahydro-2H-pyrrolo[3,4-c]pyridin-2-yl)-2,2-dimethylpropionic acid ethyl ester